2-methyl-5-(2-methyl-4-nitrobenzoyl)benzoic acid CC1=C(C(=O)O)C=C(C=C1)C(C1=C(C=C(C=C1)[N+](=O)[O-])C)=O